C(CC(=O)C)(=O)NC1=CC=C(C=C1)C(F)(F)F N-acetoacetyl-para-trifluoromethylaniline